N[C@H]1[C@H](CCCC1)NC(=O)C1=CN(CCS1)C1=C2C(=NC=C1)NC=C2 |o1:1,2| Rel-N-((1S,2R)-2-aminocyclohexyl)-4-(1H-pyrrolo[2,3-b]pyridin-4-yl)-3,4-dihydro-2H-1,4-thiazine-6-carboxamide